4-(((3''-chloro-3-(2-hydroxypropan-2-yl)-5',6''-dimethyl-2,2''-dioxo-2H,2''H-[1,2':4',1''-terpyridin]-4''-yl)oxy)methyl)-3-fluorobenzonitrile ClC=1C(N(C(=CC1OCC1=C(C=C(C#N)C=C1)F)C)C1=CC(=NC=C1C)N1C(C(=CC=C1)C(C)(C)O)=O)=O